tert-butyl ((2S)-1-(benzo[d]oxazol-2-yl)-1-hydroxy-3-((S)-2-oxopyrrolidin-3-yl)propan-2-yl)carbamate O1C(=NC2=C1C=CC=C2)C([C@H](C[C@H]2C(NCC2)=O)NC(OC(C)(C)C)=O)O